3-(2-amino-6-methylpyridin-4-ylamino)-N-(4-(pyridin-4-ylamino)pyridin-2-yl)benzamide NC1=NC(=CC(=C1)NC=1C=C(C(=O)NC2=NC=CC(=C2)NC2=CC=NC=C2)C=CC1)C